2-cyano-2-azaspiro[3.3]heptane-6-sulfonyl chloride C(#N)N1CC2(C1)CC(C2)S(=O)(=O)Cl